[Br].[Ti] Titanium bromine